9-(3-bromophenyl)-9-(3-chlorophenyl)-9H-fluorene BrC=1C=C(C=CC1)C1(C2=CC=CC=C2C=2C=CC=CC12)C1=CC(=CC=C1)Cl